C(C)(C)(C)OC(=O)N1CC2(C1)OCC(CO2)COS(=O)(=O)C.C(#N)CC2COC1(CN(C1)C(=O)OC(C)(C)C)OC2 tert-butyl 7-(cyanomethyl)-5,9-dioxa-2-azaspiro[3.5]nonane-2-carboxylate tert-butyl-7-(((methylsulfonyl)oxy)methyl)-5,9-dioxa-2-azaspiro[3.5]nonane-2-carboxylate